N-(5-((6-((R)-3-(2,3-difluorophenyl)-isoxazolidine-2-yl)pyrimidine-4-yl)amino)-4-methoxy-2-(4-(4-methylpiperazine-1-yl)piperidine-1-yl)phenyl)acrylamide FC1=C(C=CC=C1F)[C@@H]1N(OCC1)C1=CC(=NC=N1)NC=1C(=CC(=C(C1)NC(C=C)=O)N1CCC(CC1)N1CCN(CC1)C)OC